NC1=NNC2=CC=C(C=C12)N1N=C(C=C1C(=O)NC1=C(C=CC(=C1)C(C1=CC=CC=C1)NCC1CC1)F)C(F)(F)F 1-(3-amino-1H-indazol-5-yl)-N-(5-((cyclopropylmethylamino)(phenyl)methyl)-2-fluorophenyl)-3-(trifluoromethyl)-1H-pyrazole-5-carboxamide